5-chloro-N-((1r,4r)-4-((1-(2-chloro-5-fluorophenyl)-2-oxo-1H-imidazo[4,5-c]pyridin-3(2H)-yl)methyl)cyclohexyl)-2-(difluoro-methyl)nicotinamide ClC=1C=NC(=C(C(=O)NC2CCC(CC2)CN2C(N(C3=C2C=NC=C3)C3=C(C=CC(=C3)F)Cl)=O)C1)C(F)F